3-(chlorodifluoromethyl)-1-methyl-1H-pyrazole-4-carboxylic acid ethylester C(C)OC(=O)C=1C(=NN(C1)C)C(F)(F)Cl